3-(5-(difluoromethoxy)pyridin-3-yl)-N-((2S,3S)-2-hydroxy-4-methylpentan-3-yl)-1-isopropyl-1H-pyrazolo[4,3-b]pyridine-6-carboxamide FC(OC=1C=C(C=NC1)C1=NN(C=2C1=NC=C(C2)C(=O)N[C@H]([C@H](C)O)C(C)C)C(C)C)F